methyl 2-[3-(tert-butyl)-5-(3-chlorophenoxy)-1-methyl-1H-pyrazole-4-carboxamido]-3-(2,4-dimethylphenyl)propanoate C(C)(C)(C)C1=NN(C(=C1C(=O)NC(C(=O)OC)CC1=C(C=C(C=C1)C)C)OC1=CC(=CC=C1)Cl)C